C([O-])([O-])=O.[Ca+2].FC1=C(C(=CC=C1C(=O)C1=NN(C2=NC=C(C=C21)B2OC(C(O2)(C)C)(C)C)C2OCCCC2)F)NS(=O)(=O)CCC N-(2,6-difluoro-3-(1-(tetrahydro-2H-pyran-2-yl)-5-(4,4,5,5-tetramethyl-1,3,2-dioxaborolan-2-yl)-1H-pyrazolo[3,4-b]pyridine-3-carbonyl)phenyl)propane-1-sulfonamide calcium carbonate